The molecule is a nitroarene that is fluorene substituted by a nitro group at position 2. It has a role as a carcinogenic agent and a mutagen. It derives from a fluorene. C1C2=CC=CC=C2C3=C1C=C(C=C3)[N+](=O)[O-]